C(C)S(=O)(=O)C1CCC12CNCC2 (ethylsulfonyl)-6-azaspiro[3.4]octan